2-(4-cyclopropyl-6-methoxy-pyrimidin-5-yl)-7-[[4-[1-(oxetan-3-yl)-4-(trifluoromethyl)imidazol-2-yl]phenyl]methyl]-5H-pyrrolo[3,2-d]pyrimidine C1(CC1)C1=NC=NC(=C1C=1N=CC2=C(N1)C(=CN2)CC2=CC=C(C=C2)C=2N(C=C(N2)C(F)(F)F)C2COC2)OC